F[C@@H]1C[C@@]2(CCCN2C1)CO [(2R,7aS)-2-fluoro-hexahydro-1H-pyrrolizine-7a-yl]methanol